N1(N=NN=C1)C[C@H](C)OC1=C(C#N)C=CC(=C1)C=1C=NC(=NC1)NC=1C(=NN(C1)C1CCC(CC1)N1CCOCC1)OCCCCOC 2-(((S)-1-(1H-tetrazol-1-yl)propan-2-yl)oxy)-4-(2-((3-(4-methoxybutoxy)-1-((1r,4r)-4-morpholinocyclohexyl)-1H-pyrazol-4-yl)amino)pyrimidin-5-yl)benzonitrile